ClC1=CC=C(C=C1)[C@@](C(=O)O[C@H]1C[N+](CC1)(C)C)(O)C1CCCC1 |r| {3RS}-3-[(2SR)-(2-(4-chlorophenyl)-2-cyclopentyl-2-hydroxyacetyl)oxy]-1,1-dimethylpyrrolidinium